(Z)-1-(3-(3-hydroxy-3-(4-(trifluoromethyl)phenyl)prop-1-en-1-yl)pyrrolidin-1-yl)prop-2-en-1-one OC(\C=C/C1CN(CC1)C(C=C)=O)C1=CC=C(C=C1)C(F)(F)F